2-bromo-6-(carbazol-9-yl)aniline BrC1=C(N)C(=CC=C1)N1C2=CC=CC=C2C=2C=CC=CC12